methyl ((1R,3R)-3-(9-(3-fluorophenyl)-8-(1-methyl-1H-pyrazol-4-yl)-2-oxo-2,3,4,7-tetrahydro-1H-pyrrolo[3',2':5,6]pyrido[4,3-d]pyrimidin-1-yl)cyclopentyl)carbamate FC=1C=C(C=CC1)C1=C(NC2=C1C=1N(C(NCC1C=N2)=O)[C@H]2C[C@@H](CC2)NC(OC)=O)C=2C=NN(C2)C